6-CHLORO-4-(CYCLOHEXYLOXY)-3-PROPYLQUINOLIN ClC=1C=C2C(=C(C=NC2=CC1)CCC)OC1CCCCC1